2-methoxy-5-((2-(1-methyl-1H-pyrazol-5-yl)pyridin-3-yl)methoxy)isonicotinaldehyde COC=1C=C(C=O)C(=CN1)OCC=1C(=NC=CC1)C1=CC=NN1C